CS(=O)(=O)[O-].C(CCCCC)[N+]1=CC=CC=C1 Hexylpyridinium methansulfonat